7-((4-fluorobenzyl)oxy)-N-hydroxychromane-2-carboxamide FC1=CC=C(COC2=CC=C3CCC(OC3=C2)C(=O)NO)C=C1